C(C)OS(=O)(=O)O.N1=CC=CC=C1 Pyridine ethyl-sulfate